[Cl-].ClC(OC(C(=O)OC1CC2CCC(C1)[N+]21CCCC1)(C1=CC=CC=C1)C1=CC=CC=C1)C1CCCCC1 3-(2-(chloro(cyclohexyl)methoxy)-2,2-diphenylacetoxy)spiro[bicyclo[3.2.1]octane-8,1'-pyrrolidin]-8-ium chloride